C(CCCCCCC\C=C\C=CCC)O E-9,11-tetradecadi-enol